(R)-methyl 2-(benzyl(2-oxo-2-(m-tolyl)ethyl)amino)propanoate Methyl-(2R)-2-(benzylamino)propanoate COC([C@@H](C)NCC1=CC=CC=C1)=O.C(C1=CC=CC=C1)N([C@@H](C(=O)OC)C)CC(C=1C=C(C=CC1)C)=O